6-(4-methylpiperazine-1-yl)-1H-indole-2-carboxylic acid CN1CCN(CC1)C1=CC=C2C=C(NC2=C1)C(=O)O